(R)-tert-butyl methyl((8-(1-methyl-1H-imidazol-5-yl)chroman-4-yl)methyl)carbamate CN(C(OC(C)(C)C)=O)C[C@@H]1CCOC2=C(C=CC=C12)C1=CN=CN1C